[F-].[Fe+3].FC1=C(C=CC=C1)COC1=CC=C(N)C=C1.[F-].[F-] 4-[(2-fluorophenyl)methoxy]aniline iron (iii) fluoride